2-(2-(6-(Difluoromethyl)imidazo[1,2-a]pyrazin-3-yl)pyrimidin-4-yl)-8-(methylsulfonyl)-2,8-diazaspiro[4.5]decane FC(C=1N=CC=2N(C1)C(=CN2)C2=NC=CC(=N2)N2CC1(CC2)CCN(CC1)S(=O)(=O)C)F